5-[2-(tert-butoxy)-2-oxoethyl]-[1,2,4]triazolo[1,5-a]pyridin-8-yl 4-{[(1E)-{[(tert-butoxy)carbonyl]amino}({[(tert-butoxy)carbonyl]imino})methyl]amino}benzoate C(C)(C)(C)OC(=O)N/C(=N/C(=O)OC(C)(C)C)/NC1=CC=C(C(=O)OC=2C=3N(C(=CC2)CC(=O)OC(C)(C)C)N=CN3)C=C1